C1(=C(C=CC=C1)NC1=C(C=CC=2OC3=C(C21)C=CC=C3)C3=CC=CC=C3)C3=CC=CC=C3 (biphenylyl)(phenyldibenzofuranyl)amine